C(C)(C)(C)OC(=O)[C@H]1CCCC=2N1C(N(N2)CC2CCC(CC2)(F)F)=O |r| tert-Butyl-(5RS)-2-[(4,4-difluorocyclohexyl)methyl]-3-oxo-2,3,5,6,7,8-hexahydro[1,2,4]triazolo[4,3-a]pyridine-5-carboxylate